FC(CNC(=O)C1=CC=C(C(=N1)F)O[C@@H]1[C@H](N(C1)C(=O)OC(C)(C)C)C)F tert-butyl (2R,3S)-3-({6-[(2,2-difluoroethyl)carbamoyl]-2-fluoropyridin-3-yl}oxy)-2-methylazetidine-1-carboxylate